endo-8-{7-[7-chloro-2-(methoxymethyl)-1,3-benzothiazol-6-yl]-5H-pyrrolo[2,3-b]pyrazin-3-yl}-8-azabicyclo[3.2.1]octan-3-amine, hydrochloride salt Cl.ClC1=C(C=CC=2N=C(SC21)COC)C2=CNC1=NC(=CN=C12)N1C2CC(CC1CC2)N